6-chloromethyl-2-cyanopyridine ClCC1=CC=CC(=N1)C#N